3-(dimethoxymethylsilyl)propyl acrylate C(C=C)(=O)OCCC[SiH2]C(OC)OC